CC(CC)OCCCCCCN 6-(1-methylpropyloxy)hexylamine